Cl.Cl.N1=CC(=CC=2CCCCC12)CN (5,6,7,8-tetrahydroquinolin-3-yl)methylamine dihydrochloride